7-FLUORO-4-HYDROXYQUINAZOLINE-6-CARBONITRILE FC1=C(C=C2C(=NC=NC2=C1)O)C#N